2-(3-fluorophenyl)-3-hydroxypropionic acid FC=1C=C(C=CC1)C(C(=O)O)CO